N-(tetrahydro-2H-pyran-4-yl)pyrrolidin-3-amine 2HCl Cl.Cl.O1CCC(CC1)NC1CNCC1